(R)-2-(((benzyloxy)carbonyl)amino)-5-(tert-butoxy)-5-oxopentanoic acid C(C1=CC=CC=C1)OC(=O)N[C@@H](C(=O)O)CCC(=O)OC(C)(C)C